N,N-ethylenebis(stearamide) CCCCCCCCCCCCCCCCCC(=O)NCCNC(=O)CCCCCCCCCCCCCCCCC